ClC=1N=CC=2NC=3N(C2N1)C1(CN3)CCCCC1 chloro-5',7'-dihydrospiro[cyclohexane-1,8'-imidazo[1,2-e]purine]